FC(C=1C=C(C=C(C1)C(F)(F)F)C=1NC(=C(N1)C1=CC=C(C=C1)OC)C1=CC=C(C=C1)OC)(F)F 2-(3,5-bis(trifluoromethyl)phenyl)-4,5-bis(4-methoxyphenyl)-1H-imidazol